BrC1=C2C(=C(C3=NSN=C31)Br)N=C(N2)C2=C(C(=C(C(=C2F)F)F)F)F 4,8-dibromo-6-(perfluorophenyl)-5H-imidazo[4',5':4,5]benzo[1,2-c][1,2,5]thiadiazole